N1(CCCCCC1)CC(=O)NC1=C(SC=C1C)C(=O)NCCN(C(OC(C)(C)C)=O)C tert-butyl (2-(3-(2-(azepan-1-yl)acetamido)-4-methylthiophene-2-carboxamido)ethyl)(methyl)carbamate